(3R,5S)-1,5-dibenzylpyrrolidine-3-carbonitrile C(C1=CC=CC=C1)N1C[C@@H](C[C@H]1CC1=CC=CC=C1)C#N